FC=1C=CC(=C(CN(C(CC2=CSC=C2)=O)CCC2=CC=C(C=C2)S(NCC#C)(=O)=O)C1)OCCC N-(5-fluoro-2-propoxybenzyl)-N-(4-(N-(prop-2-yn-1-yl)sulfamoyl)phenethyl)-2-(thiophen-3-yl)acetamide